CC(CCNC(C1=CC(=C(C=C1)NC1=CC(=CC=C1)NC(C1=CC=C(C=C1)OC)=O)C)=O)C N-(3-Methyl-butyl)-3-methyl-4-[3-(4-methoxybenzamido)-phenylamino]-benzamide